C(C)(C)(C)OC(=O)N1C2C=C(CC1CC2)C=2C1=C(N=C(N2)OCC23CCCN3CCC2)C(=C(N=C1)Cl)F tert-butyl-3-(7-chloro-8-fluoro-2-((hexahydro-1H-pyrrolizin-7a-yl) methoxy) pyrido[4,3-d]pyrimidin-4-yl)-8-azabicyclo[3.2.1]oct-2-ene-8-carboxylate